N-(5-((5-chloro-4-((1-(methylsulfonyl)indolin-7-yl)amino)pyrimidin-2-yl)amino)-4-methoxy-2-(methyl(2-(methylamino)ethyl)amino)phenyl)acrylamide ClC=1C(=NC(=NC1)NC=1C(=CC(=C(C1)NC(C=C)=O)N(CCNC)C)OC)NC=1C=CC=C2CCN(C12)S(=O)(=O)C